3-(benzyl-(5-carbamoyl-4-(3,4-dichlorophenyl)thiazol-2-yl)amino)propionic acid C(C1=CC=CC=C1)N(CCC(=O)O)C=1SC(=C(N1)C1=CC(=C(C=C1)Cl)Cl)C(N)=O